FC1=CC=CC(=N1)CC=1C=NN(C1)C(=O)N[C@H]1CCC2=C(N(C1=O)C)C=C(C=C2)C#CC2(CCOCC2)O (S)-4-((6-Fluoropyridin-2-yl)methyl)-N-(8-((4-hydroxytetrahydro-2H-pyran-4-yl)ethynyl)-1-methyl-2-oxo-2,3,4,5-tetrahydro-1H-benzo[b]azepin-3-yl)-1H-pyrazole-1-carboxamide